FC=1C=C2C=CC=CN2C1C(=O)OCC ethyl 2-fluoroindolizine-3-carboxylate